(20S)-9-hydroxy-3-ketopregn-4-ene-20-carboxylic acid methyl ester COC(=O)[C@@H](C)[C@H]1CC[C@H]2[C@@H]3CCC4=CC(CC[C@]4(C)[C@]3(CC[C@]12C)O)=O